C1(CC1)C[C@@H](C(=O)N[C@H](C(=O)OC)C[C@H]1C(NCCC1)=O)NC(=O)C=1NC2=CC(=CC(=C2C1)Cl)Cl methyl (2S)-2-[[(2S)-3-cyclopropyl-2-[(4,6-dichloro-1H-indole-2-carbonyl)amino]propanoyl]amino]-3-[(3S)-2-oxo-3-piperidyl]propanoate